FC(CO)(F)C=1C(=C(C=CC1)[C@@H](C)NC1=NC(=NC2=C3C(=C(C=C12)C1=CC(N(C=C1)C)=O)OCC3)C)F (R)-4-(4-((1-(3-(1,1-difluoro-2-hydroxyethyl)-2-fluorophenyl)ethyl)amino)-2-methyl-8,9-dihydrofuro[2,3-H]quinazolin-6-yl)-1-methylpyridin-2(1H)-one